C(C)(=O)NC1=CC=C(C=C1)N(C(CN1N=C(N=C1)C(F)(F)F)=O)CC1=CSC=C1 N-(4-acetamidophenyl)-N-(3-thienylmethyl)-2-[3-(trifluoromethyl)-1,2,4-triazol-1-yl]acetamide